BrC=1C=C(C=CC1)[C@H](C(F)F)OC1=NN(C2=NN=C(C=C21)C=2C(=NC(=NC2)OC(C)(C)C)OC(C)(C)C)C 3-[(1R)-1-(3-bromophenyl)-2,2-difluoro-ethoxy]-5-(2,4-ditert-butoxypyrimidin-5-yl)-1-methyl-pyrazolo[3,4-c]pyridazine